Methyl (S)-4-((tert-butoxycarbonyl)amino)-5-hydroxypentanoate C(C)(C)(C)OC(=O)N[C@@H](CCC(=O)OC)CO